S1C(=CC=C1)C=1SC=C(N1)[C@H](CC1=CC=C(C=C1)[N+](=O)[O-])NC(=S)N (S)-1-[1-(thiophen-2-ylthiazol-4-yl)-2-(4-nitrophenyl)ethyl]-thiourea